BrC1=CC=CC(=N1)OCC=1SC(=CN1)C(F)(F)F 2-[(6-bromo-2-pyridyl)oxymethyl]-5-(trifluoromethyl)thiazole